FC=1C=C(C=CC1F)NC(=O)C1=C(N(C(=C1OC)C(C(NC1(CCC1)C(F)(F)F)=O)=O)C)C N-(3,4-difluorophenyl)-4-methoxy-1,2-dimethyl-5-(2-oxo-2-((1-(trifluoromethyl)cyclobutyl)amino)acetyl)-1H-pyrrole-3-carboxamide